butyl N-(2-[3,5-dichloro-4-[(5-isopropyl-6-oxo-1H-pyridazin-3-yl)oxy]phenyl]-3,5-dioxo-4H-1,2,4-triazin-6-yl)-carbamate ClC=1C=C(C=C(C1OC1=NNC(C(=C1)C(C)C)=O)Cl)N1N=C(C(NC1=O)=O)NC(OCCCC)=O